(rac)-1-methyl-2-oxo-4-[4-phenylazepan-1-yl]-1,2-dihydroquinoline-3-carbonitrile CN1C(C(=C(C2=CC=CC=C12)N1CC[C@@H](CCC1)C1=CC=CC=C1)C#N)=O |r|